FC(C=1C=C(C=C(C1)C)O)F 3-(difluoromethyl)-5-methyl-phenol